C(=O)O.ClC1=C(C(=CC=C1)Cl)N1CC(C1)C=1C=C(C(=NC1)CN1CCC(CC1)C(=O)O)C 1-((5-(1-(2,6-dichlorophenyl)azetidin-3-yl)-3-methylpyridin-2-yl)methyl)piperidine-4-carboxylic acid, formic acid salt